tert-butyl (5-chloro-6-(4-(hydroxymethyl)-2H-1,2,3-triazol-2-yl)pyridin-3-yl)carbamate ClC=1C=C(C=NC1N1N=CC(=N1)CO)NC(OC(C)(C)C)=O